NC1=C(C=C2C(=N1)C(C=1C(=CC=CC1O2)Cl)=O)OC2=CC(=C(C=C2)N2CCNCC2)O 2-amino-9-chloro-3-(3-hydroxy-4-(piperazin-1-yl)phenoxy)-10H-chromeno[3,2-b]pyridin-10-one